1-(morpholin-4-yl)tridec-12-en-1-one N1(CCOCC1)C(CCCCCCCCCCC=C)=O